C(C)OC(=O)C=1N=CC=2C(NCCC2C1)C 8-methyl-5,6,7,8-tetrahydro-2,7-naphthyridine-3-carboxylic acid ethyl ester